N-[(6-{[(3,3-dimethylbutyl)amino]methyl}imidazo[1,2-a]pyridin-2-yl)methyl]-4-oxo-4H-pyrido[1,2-a]pyrimidine-2-carboxamide CC(CCNCC=1C=CC=2N(C1)C=C(N2)CNC(=O)C=2N=C1N(C(C2)=O)C=CC=C1)(C)C